IC1=CC=C(C=C1)[Zn] (4-iodophenyl)zinc